(E)-tetradeca-9,11-dien-1-yl acetate C(C)(=O)OCCCCCCCC\C=C\C=CCC